Chromium Oxyfluoride O(F)F.[Cr]